6-bromo-N-(2-methoxy-4-((5-methoxy-2-(4-methylpiperazin-1-yl)pyrimidin-4-yl)amino)phenyl)pyridine BrC1=CC=CCN1C1=C(C=C(C=C1)NC1=NC(=NC=C1OC)N1CCN(CC1)C)OC